2,3,4-trimethyl-3-ethyl-2,4-pentanediol CC(C)(C(C(C)(O)C)(CC)C)O